epsilon-4-methyltrityl-L-lysine CC1=CC=C(C(C2=CC=CC=C2)(C2=CC=CC=C2)C(CCC[C@H](N)C(=O)O)N)C=C1